N-heptadecyl-N-octadecyl-hydroxylamine C(CCCCCCCCCCCCCCCC)N(O)CCCCCCCCCCCCCCCCCC